benzyl (S)-(1-(2-(3-amino-3-oxopropyl)-2-propionylhydrazineyl)-4-methyl-1-oxopentan-2-yl)carbamate NC(CCN(NC([C@H](CC(C)C)NC(OCC1=CC=CC=C1)=O)=O)C(CC)=O)=O